ClC=1C=C2C=C(NC2=CC1)C(=O)NC(C(=O)C=1C=NC(=CC1)OC)CC1=C(C=CC=C1)Cl 5-chloro-N-(3-(2-chlorophenyl)-1-(6-methoxypyridin-3-yl)-1-oxopropan-2-yl)-1H-indole-2-carboxamide